CC1=C(CNC=2C=NN(C2)C)C(=CC(=C1)B1OC(C(O1)(C)C)(C)C)C N-(2,6-dimethyl-4-(4,4,5,5-tetramethyl-1,3,2-dioxaborolan-2-yl)benzyl)-1-methyl-1H-pyrazol-4-amine